6-hydroxy-3-methyl-1,1-dioxido-3,4-dihydro-2H-pyridine OC1=CCC(C[N+]1([O-])[O-])C